(S)-4-((4-(3-(4-(4-fluorophenoxy)picolinamido)-5-methyl-4-oxo-2,3,4,5-tetrahydrobenzo[b][1,4]oxazepin-7-yl)-2,2-dimethylbut-3-yn-1-yl)oxy)-4-oxobutanoic acid FC1=CC=C(OC2=CC(=NC=C2)C(=O)N[C@@H]2C(N(C3=C(OC2)C=CC(=C3)C#CC(COC(CCC(=O)O)=O)(C)C)C)=O)C=C1